FC(C=1C(=C(C=CC1)[C@@H](C)NC(=O)C=1C=C(C=C2C=NNC12)N1CCNCC1)F)F N-[(1R)-1-[3-(difluoromethyl)-2-fluoro-phenyl]ethyl]-5-piperazin-1-yl-1H-indazole-7-carboxamide